CS(=O)CCC(C(=O)O)OC(CCCCCCCCCCCCCCC)=O 4-(methylsulfinyl)-2-(palmitoyloxy)butanoic acid